ClC=1C=C(O[C@H](C(=O)O)C)C=C(C1CC1=CC(=C(C=C1)O)C1=CC=CC=C1)Cl (2S)-2-[3,5-dichloro-4-[(4-hydroxy-3-phenyl-phenyl)methyl]phenoxy]propanoic acid